ClC=1C=C(C=CC1)C=1C=CC2=C(C1)C1(CCCCC1)S(N2)(=O)=O 5-(3-Chlorophenyl)-1H-spiro[2,1-benzothiazol-3,1'-cyclohexan]-2,2-dioxid